O=C1N(CC2=CC(=CC=C12)O[C@@H]1[C@@H](CCCCC1)NCC1CCOCC1)C1C(NC(CC1)=O)=O 3-(1-oxo-5-(((1S,2R)-2-(((tetrahydro-2H-pyran-4-yl)methyl)amino)cycloheptyl)oxy)isoindolin-2-yl)piperidine-2,6-dione